[Si](C)(C)(C(C)(C)C)O[C@H](CCN1C(C2=CC=CC=C2C1=O)=O)CN1CCC(=CC1)C1=C(C(=CC=C1)F)OC (R)-2-(3-((tert-butyldimethylsilyl)oxy)-4-(4-(3-fluoro-2-methoxyphenyl)-3,6-dihydropyridin-1(2H)-yl)butyl)isoindoline-1,3-dione